2-(3-fluoropyrrolidin-1-yl)-4-phenylpyridine FC1CN(CC1)C1=NC=CC(=C1)C1=CC=CC=C1